[1-[(5-bromo-4-methoxy-2-pyridinyl)carbamoyl]-2,2-dicyclohexyl-ethyl]-2-ethyl-pyrazole-3-carboxamide BrC=1C(=CC(=NC1)NC(=O)C(C(C1CCCCC1)C1CCCCC1)C1=C(N(N=C1)CC)C(=O)N)OC